(+/-)-ibuprofen CC(C)CC1=CC=C(C=C1)C(C)C(=O)O